O1COC2=C1C=CC(=C2)C2=C(C=C(C=C2)NC(=O)N[C@@H]2CC[C@@H](CC2)C(C)(C)C)C=2N=NNN2 1-(4-(benzo[d][1,3]dioxolane-5-yl)-3-(2H-tetrazol-5-yl)phenyl)-3-((cis)-4-(tert-butyl)cyclohexyl)urea